ClC1=CC(=C(C=C1)NC(C1=C(C=CC=C1)OC=1C=NC(=CC1)C)=O)\C=C\C(NO)=O N-{4-chloro-2-[(1E)-2-(hydroxycarbamoyl)eth-1-en-1-yl]phenyl}-2-[(6-methylpyridin-3-yl)oxy]benzamide